ClC1=C(OC=2C=C3C(=CC=NC3=CC2)C)C(=CC(=C1)[N+](=O)[O-])Cl 6-(2,6-dichloro-4-nitrophenoxy)-4-methylquinoline